tert-butyl (R)-(2-hydroxy-1-(4-(pyrimidin-5-yl)phenyl)ethyl)carbamate OC[C@@H](C1=CC=C(C=C1)C=1C=NC=NC1)NC(OC(C)(C)C)=O